methyl (5S)-3-((2-((S)-cycloheptyl(1-ethyl-1H-pyrazole-5-carboxamido)methyl)imidazo[1,2-b]pyridazin-6-yl)methyl)-2-oxo-5-(trifluoromethyl)pyrrolidine-3-carboxylate C1(CCCCCC1)[C@@H](C=1N=C2N(N=C(C=C2)CC2(C(N[C@@H](C2)C(F)(F)F)=O)C(=O)OC)C1)NC(=O)C1=CC=NN1CC